C(=O)C1(CCCC1)CC(=O)OCC ethyl 2-(1-formylcyclopentyl)acetate